C(=O)O.N1CCC(CC1)NC1=NC=C(C=N1)C(=O)N 2-(piperidin-4-ylamino)pyrimidine-5-carboxamide formate